C(C)(C)(C)OC(=O)N1C[C@H](N(CC1)C1=NC=C(C=C1[N+](=O)[O-])C(F)(F)F)CO (3S)-3-(hydroxymethyl)-4-(3-nitro-5-(trifluoromethyl)pyridin-2-yl)piperazine-1-carboxylic acid tert-butyl ester